The molecule is a scalarane sesterterpenoid that is 12-epi-deoxoscalarin in which the acetoxy group at position 12 is replaced by a hydroxy group while the hydroxy group at position 19 is replaced by a methoxy group. It has been isolated from the sponge, Hyattella species. It has a role as an animal metabolite. It is a scalarane sesterterpenoid and an organic heteropentacyclic compound. It derives from a 12-epi-scalarin. C[C@]12CCCC([C@@H]1CC[C@@]3([C@@H]2C[C@H]([C@]4([C@H]3CC=C5[C@@H]4[C@@H](OC5)OC)C)O)C)(C)C